FC(C1=NN=C(S1)N1C2=C(C3=CC(=C(C=C13)S(NC1(CC1)C)(=O)=O)F)C(=NC=N2)C2CCN(CC2)C(=O)N(C)C)F 4-(9-(5-(Difluoromethyl)-1,3,4-thiadiazol-2-yl)-6-fluoro-7-(N-(1-methyl-cyclopropyl)sulfamoyl)-9H-pyrimido[4,5-b]indol-4-yl)-N,N-dimethylpiperidine-1-carboxamide